1-(7Z,10Z,13Z,16Z-docosatetraenoyl)-2-(9Z-tetradecenoyl)-glycero-3-phosphocholine CCCCC/C=C\C/C=C\C/C=C\C/C=C\CCCCCC(=O)OC[C@H](COP(=O)([O-])OCC[N+](C)(C)C)OC(=O)CCCCCCC/C=C\CCCC